C(C)SC=1OC2=C(C=C(C=C2C(C1)=O)C(F)(F)F)\C(\C)=N\S(=O)C(C)(C)C (NE)-N-[1-[2-Ethylsulfanyl-4-oxo-6-(trifluoromethyl)chromen-8-yl]ethylidene]-2-methyl-propane-2-sulfinamide